CC=1C=NC(=NC1)S(=O)(=O)C 5-methyl-2-(methylsulfonyl)pyrimidine